ClC1=CC=C(C=N1)CN1CCN2C1=C(C(CC2OC)C)[N+](=O)[O-] 1-[(6-chloro-3-pyridinyl)methyl]-1,2,3,5,6,7-hexahydro-5-methoxy-7-methyl-8-nitroimidazo[1,2-a]pyridine